2-[5-(piperidin-4-yl)-7H-pyrrolo[2,3-c]pyridazin-3-yl]phenol N1CCC(CC1)C1=CNC=2N=NC(=CC21)C2=C(C=CC=C2)O